6-chloro-N-(5-chloro-1-(3,3-difluoropropyl)-1H-pyrazol-4-yl)-1H-indole-3-sulfonamide ClC1=CC=C2C(=CNC2=C1)S(=O)(=O)NC=1C=NN(C1Cl)CCC(F)F